3-((tert-Butyldiphenylsilyl)oxy)-2,2-dimethylpropanamide [Si](C1=CC=CC=C1)(C1=CC=CC=C1)(C(C)(C)C)OCC(C(=O)N)(C)C